Cl.CC1(C2CNCC12)C 6,6-dimethyl-3-azabicyclo[3.1.0]hexane hydrochloride